COC=1C=C(C=CC1B1OC(C(O1)(C)C)(C)C)C1=NOC(=N1)C 3-(3-methoxy-4-(4,4,5,5-tetramethyl-1,3,2-dioxaborolan-2-yl)phenyl)-5-methyl-1,2,4-oxadiazole